C(CC)C(C(=O)[O-])(CCCCCCCC)CCCC.[Nd+3].C(CC)C(C(=O)[O-])(CCCCCCCC)CCCC.C(CC)C(C(=O)[O-])(CCCCCCCC)CCCC Neodymium (2-propyl-2-butyl decanoate)